Trans-Farnesal CC(=CCC/C(=C/CC/C(=C/C=O)/C)/C)C